(1S,3R)-3-VINYLCYCLOHEXANOL C(=C)[C@H]1C[C@H](CCC1)O